nickel-cadmium nickel-chromium [Cr].[Ni].[Cd].[Ni]